C(C)OC(C[C@@H](C1=CC(=CC=C1)C1=NC(=CC=C1)OC)N)=O (S)-3-amino-3-(3-(6-methoxypyridin-2-yl)phenyl)propanoic acid ethyl ester